2,6-difluoro-N-(2-Methoxy-5-(4,4,5,5-tetramethyl-1,3,2-dioxaborolan-2-yl)pyridin-3-yl)benzenesulfonamide FC1=C(C(=CC=C1)F)S(=O)(=O)NC=1C(=NC=C(C1)B1OC(C(O1)(C)C)(C)C)OC